5-hexyloxy-2(5H)-furanone C(CCCCC)OC1C=CC(O1)=O